N1(C=CC=C1)CCN1C(N(C(C2=CC(=CC=C12)NC(=O)NC1=CC(=CC=C1)C(C)=O)=O)CCOC)=O 1-(1-(2-(1H-pyrrol-1-yl)ethyl)-3-(2-methoxyethyl)-2,4-dioxo-1,2,3,4-tetrahydroquinazolin-6-yl)-3-(3-acetylphenyl)urea